[N+](=O)([O-])C(C(=O)O)[N+](=O)[O-] 2,2-dinitroacetic acid